(3-morpholinopropyl)-4-(2-(6-phenylimidazo[1,5-a]pyridin-5-yl)acetamido)benzamide O1CCN(CC1)CCCC1=C(C(=O)N)C=CC(=C1)NC(CC1=C(C=CC=2N1C=NC2)C2=CC=CC=C2)=O